1-(4-bromothiophen-2-yl)-1,4-dihydro-5H-tetrazol-5-one BrC=1C=C(SC1)N1N=NNC1=O